C(C)OC(CN(C)C(CN(C)C(=O)OC(C)(C)C)=O)=O (N-(tert-butoxycarbonyl)-sarcosyl)-sarcosine ethyl ester